1-(1-methyl-3-(4-(2-(trifluoromethyl)phenyl)piperidin-1-carbonyl)-4,6-dihydropyrrolo[3,4-c]pyrazol-5(1H)-yl)ethan CN1N=C(C2=C1CN(C2)CC)C(=O)N2CCC(CC2)C2=C(C=CC=C2)C(F)(F)F